rac-2-hydroxy-2-methyl-7-azabicyclo[2.2.1]heptane-7-carboxylic acid tert-butyl ester C(C)(C)(C)OC(=O)N1C2C(CC1CC2)(C)O